BrCC1=CC(=C(O[Si](C)(C)C(C)(C)C)C=C1)C(F)(F)F (4-(bromomethyl)-2-(trifluoromethyl)phenoxy)tert-butyldimethylsilane